3-(1-hydroxy-2-phenylaminoethyl)-1H-1,2,4-triazol-5(4H)-one OC(CNC1=CC=CC=C1)C1=NNC(N1)=O